(3R)-3-(4-Chlorophenyl)-2-[(5-chloropyridin-2-yl)methyl]-4-fluoro-6-[1-hydroxy-1-(1-methyl-1H-1,2,3-triazol-4-yl)ethyl]-3-methoxy-2,3-dihydro-1H-isoindol-1-on ClC1=CC=C(C=C1)[C@@]1(N(C(C2=CC(=CC(=C12)F)C(C)(C=1N=NN(C1)C)O)=O)CC1=NC=C(C=C1)Cl)OC